N[C@H]1CN(CCC1)C1=CC(N(C(N1CCCN1C=NC=C1C)=O)CC1=CC=C(C=C1)Cl)=O (R)-6-(3-aminopiperidin-1-yl)-3-(4-chlorobenzyl)-1-(3-(5-methyl-1H-imidazol-1-yl)propyl)pyrimidine-2,4(1H,3H)-dione